C1=NC(=CC2=CC=CC=C12)CC=1C=2N(C=CC1)N=CC2C(=O)NC2CC1(C2)CC(C1)C(=O)O Trans-2-[[4-(3-isoquinolinylmethyl)pyrazolo[1,5-a]pyridine-3-carbonyl]amino]spiro[3.3]heptane-6-carboxylic acid